N1(C=NC=C1)C1=CN=CC(=N1)C(=O)NC=1C=NC(=CC1)C(F)(F)F 6-(1H-imidazol-1-yl)-N-(6-(trifluoromethyl)pyridin-3-yl)pyrazine-2-carboxamide